C(C)(C)(C)OC[C@@H](C(C=S(=O)(C)C)=O)NC(OC(C)(C)C)=O Tert-Butyl (S)-(1-(tert-butoxy)-4-(dimethyl(oxo)-λ6-sulfaneylidene)-3-oxobutan-2-yl)carbamate